CC1CN(CCCN1)C(=O)OC(C)(C)C 3-methyl-1-tert-butoxyformyl-1,4-diazacycloheptane